N-{2-[(1E)-2-(hydroxycarbamoyl)eth-1-en-1-yl]phenyl}-2-(4-methoxyphenoxy)benzamide ONC(=O)/C=C/C1=C(C=CC=C1)NC(C1=C(C=CC=C1)OC1=CC=C(C=C1)OC)=O